NCC#CC=1C=CC(=C(C(=O)NC2=CC=C(C=C2)S(=O)(=O)N2CCN(CC2)C2=CC(=CC(=C2)Cl)Cl)C1)N(S(=O)(=O)C)C 5-(3-Aminoprop-1-yn-1-yl)-N-(4-((4-(3,5-dichlorophenyl)piperazin-1-yl)sulfonyl)phenyl)-2-(N-methylmethylsulfonamido)benzamide